The molecule is a monovalent inorganic anion obtained by deprotonation of hypobromous acid. It is a bromine oxoanion and a monovalent inorganic anion. It is a conjugate base of a hypobromous acid. [O-]Br